C(CCC)N1N=C(C(=C1Cl)C=O)C1=CC=CC=C1 1-BUTYL-5-CHLORO-3-PHENYL-1H-PYRAZOLE-4-CARBALDEHYDE